(S)-N-(3-Chloro-4-(cyclopropylmethoxy)-2-fluorophenyl)-6-(pyrrolidin-3-yloxy)pyrimido[5,4-d]pyrimidin-4-amine ClC=1C(=C(C=CC1OCC1CC1)NC=1C2=C(N=CN1)C=NC(=N2)O[C@@H]2CNCC2)F